C(CCCCCCCCC)OC(CCCC)=O valeric acid decyl ester